ClC=1C(=C(C(=CC1F)F)S(=O)(=O)N(C1=NC(=CC=C1)F)CC1=C(C=C(C=C1)OC)OC)F 3-chloro-N-(2,4-dimethoxybenzyl)-2,4,6-trifluoro-N-(6-fluoropyridin-2-yl)benzenesulfonamide